C1=NC=CC=2CC(C=CC12)=O Isoquinolin-6(5H)-one